(3'R)-5',5'-difluoro-5-methyl-[1,3'-bipiperidin]-2-one hydrochloride Cl.FC1(C[C@H](CNC1)N1C(CCC(C1)C)=O)F